(2S,3R)-N-(6-cyano-1-cyclobutyl-1H-benzo[d]imidazol-2-yl)-3-hydroxy-2-methyl-3-phenylbutanamide C(#N)C=1C=CC2=C(N(C(=N2)NC([C@H]([C@](C)(C2=CC=CC=C2)O)C)=O)C2CCC2)C1